BrC=1C=C(C=NC1)C=1C(=C(C#N)C=CC1)N1CCC(CC1)C1=NN=CN1C 3-(5-bromopyridin-3-yl)-2-(4-(4-methyl-4H-1,2,4-triazol-3-yl)piperidin-1-yl)benzonitrile